FC1=C(C(=C(C(=C1[B-](C1=C(C(=C(C(=C1F)F)F)F)F)(C1=C(C(=C(C(=C1F)F)F)F)F)C1=C(C(=C(C(=C1F)F)F)F)F)F)F)F)F.C[NH+](CCCCCCCCCC)CCCCCCCCCC N-methyldi-decylammonium tetrakis(pentafluorophenyl)borate